3-(cyclohex-1-en-1-yl)-5-methyl-2-phenyl-6-(quinolin-6-yl)pyrazolo[1,5-a]Pyrimidin-7(4H)-one C1(=CCCCC1)C=1C(=NN2C1NC(=C(C2=O)C=2C=C1C=CC=NC1=CC2)C)C2=CC=CC=C2